4-amino-6-(3-amino-3-methylbut-1-yn-1-yl)-N-(4-(methoxymethyl)phenyl)-7-(1-methylcyclopropyl)-7H-pyrrolo[2,3-d]pyrimidine-5-carboxamide NC=1C2=C(N=CN1)N(C(=C2C(=O)NC2=CC=C(C=C2)COC)C#CC(C)(C)N)C2(CC2)C